3-[4-[3-(methylamino)propyl]anilino]piperidine-2,6-dione TFA salt OC(=O)C(F)(F)F.CNCCCC1=CC=C(NC2C(NC(CC2)=O)=O)C=C1